OCCNCCNCCC 1-[2-(2-hydroxyethyl-amino)ethylamino]propan